6,7-dichloro-2-(p-tolyl)quinoxaline ClC=1C=C2N=CC(=NC2=CC1Cl)C1=CC=C(C=C1)C